3-(2,3-dichlorophenoxy)-1-(furan-2-yl)-N-methylpropylamine ClC1=C(OCCC(C=2OC=CC2)NC)C=CC=C1Cl